C1=CC(=C(C=C1Br)Br)OC2=CC(=C(C=C2Br)Br)Br 2,2',4,4',5-pentabromodiphenyl ether